COC(C1=NC(=CC(=C1)C#CC1(CCN(CC1)C)F)C)=O Methyl-4-((4-fluoro-1-methylpiperidin-4-yl)ethynyl)-6-methylpicolinate